3-Amino-4-[(2-methoxy-2-oxoethyl)amino]-4-oxobutanoic acid NC(CC(=O)O)C(=O)NCC(=O)OC